FC=1C=C(C=CC1)N(C(CCCC)=O)CC1=CC=C(C=C1)C1=CC=C(C=C1)OC N-(3-fluorophenyl)-N-((4'-methoxybiphenyl-4-yl)methyl)pentaneamide